C(C)(=O)[O-].COCCCN1C(=[N+](C=C1)CCCOC)C 1,3-bis(3-methoxypropyl)-2-methyl-imidazolium acetate